(S)-N-(4-(3-Aminopiperidin-1-yl)-5-(1-methyl-1H-pyrazol-4-yl)pyridin-2-yl)-1-isopropyl-1H-pyrazolo[3,4-b]pyridin-6-amine N[C@@H]1CN(CCC1)C1=CC(=NC=C1C=1C=NN(C1)C)NC1=CC=C2C(=N1)N(N=C2)C(C)C